BrC=1C=C(C=C(C1)Br)C(C)(CCCC)C1=CC(=CC(=C1)Br)Br 2,2-bis-(3,5-dibromophenyl)-hexane